N-(2-(1-cyclobutyl-5-methyl-1H-imidazol-2-yl)ethyl)-2-(methyl(2-(pyridin-2-yl)-6,7-dihydro-5H-cyclopenta[d]pyrimidin-4-yl)amino)acetamide C1(CCC1)N1C(=NC=C1C)CCNC(CN(C=1C2=C(N=C(N1)C1=NC=CC=C1)CCC2)C)=O